((R)-4-methyl-5-oxomorpholin-2-yl)methyl (CIS)-2-((((CIS)-4-phenylcyclohexyl)oxy)methyl)-3-(1H-pyrazol-3-yl)piperidine-1-carboxylate C1(=CC=CC=C1)[C@H]1CC[C@H](CC1)OC[C@@H]1N(CCC[C@@H]1C1=NNC=C1)C(=O)OC[C@H]1CN(C(CO1)=O)C